dodecyl-sulfur phosphate P(=O)([O-])([O-])[O-].C(CCCCCCCCCCC)[S+].C(CCCCCCCCCCC)[S+].C(CCCCCCCCCCC)[S+]